N1(CCC1)C[C@H](C(C)C)N(C(C1=CC(=CC=C1)C)=O)C (S)-N-(1-(Azetidin-1-yl)-3-methylbutan-2-yl)-N,3-dimethylbenzamide